C1(CC1)C=1C=C(C=CC1)[C@H](C)NC(=O)C1=CC=C2C(=C(N(C2=C1)C)C)CC=1C=C(OC(C(=O)O)C)C=CC1 2-(3-((6-(((S)-1-(3-cyclopropylphenyl)ethyl)carbamoyl)-1,2-dimethyl-1H-indol-3-yl)methyl)phenoxy)propanoic acid